1-ethyl-6-(ethylamino)-5-nitrosopyrimidine-2,4(1H,3H)-dione C(C)N1C(NC(C(=C1NCC)N=O)=O)=O